C1(CC1)C=1N(C=C(N1)C1=CC=C(C=C1)B1OC(C(O1)(C)C)(C)C)C 2-cyclopropyl-1-methyl-4-[4-(4,4,5,5-tetramethyl-1,3,2-dioxaborolan-2-yl)phenyl]imidazole